N-((6S,7S)-6-((2-fluoro-[1,1'-biphenyl]-3-yl)methyl)-5-((R)-2-hydroxy-3-methoxypropanoyl)-5-azaspiro[2.4]heptan-7-yl)ethanesulfonamide FC1=C(C=CC=C1C[C@@H]1N(CC2(CC2)[C@@H]1NS(=O)(=O)CC)C([C@@H](COC)O)=O)C1=CC=CC=C1